2-(9-anthracenyl)phenol C1=CC=CC2=CC3=CC=CC=C3C(=C12)C1=C(C=CC=C1)O